CN(C)CC=1C=C(C=CC1)C1=CC=2C(=NC=CC2C=2C(=NN(C2)CC)C2=CC=C(C=C2)NC(N(C)C)=O)N1 3-[4-[4-[2-[3-[(dimethylamino)methyl]phenyl]-1H-pyrrolo[2,3-b]pyridin-4-yl]-1-ethyl-pyrazol-3-yl]phenyl]-1,1-dimethyl-urea